(S)-quinuclidin-3-yl (6-(3,5-dimethyl-4-propoxyphenyl)-2,2-dimethyl-1,2,3,4-tetrahydronaphthalen-1-yl)carbamate CC=1C=C(C=C(C1OCCC)C)C=1C=C2CCC(C(C2=CC1)NC(O[C@@H]1CN2CCC1CC2)=O)(C)C